n-Docosyl acrylate C(C=C)(=O)OCCCCCCCCCCCCCCCCCCCCCC